Cobalt(III) oxide [Co+]=O